C(C)(C)(C)C1=NN(C(=C1)NC(=O)NC1=CC(=C(C=C1)OC1=CC=NC=C1)C)C1=CC(=CC=C1)C#N 1-(3-(tert-butyl)-1-(3-cyanophenyl)-1H-pyrazol-5-yl)-3-(3-methyl-4-(pyridin-4-yloxy)phenyl)urea